C(=C)OC(C=C)=O acrylic acid-vinyl ester